dithienyl-pentacene S1C(=CC=C1)C=1C2=CC3=CC=CC=C3C=C2C(=C2C=C3C=CC=CC3=CC12)C=1SC=CC1